2-triethoxysilylethyl-N,N-dimethylmercaptocarbamoyl tetrasulfide C(C)O[Si](CCCSN(C(=O)SSSSC(N(SC)SCCC[Si](OCC)(OCC)OCC)=O)SC)(OCC)OCC